S1C(=NC2=C1C=CC=C2)NC(=O)C=2N=NN(C2C)C2=C(C=CC=C2C)Br N-(Benzo[d]thiazol-2-yl)-1-(2-bromo-6-methylphenyl)-5-methyl-1H-1,2,3-triazole-4-carboxamide